4-((1-((4-(2-(2-Aminopyridin-3-yl)-3H-imidazo[4,5-b]pyridin-3-yl)phenyl)methyl-d2)piperidin-4-yl)(methyl-d3)amino)pyrimidine-2-carbonitrile NC1=NC=CC=C1C1=NC=2C(=NC=CC2)N1C1=CC=C(C=C1)C(N1CCC(CC1)N(C1=NC(=NC=C1)C#N)C([2H])([2H])[2H])([2H])[2H]